4-(4-chlorophenyl)-2-(6-cyclopropyl-3-pyridyl)-6,7-dimethyl-phthalazin-1-one ClC1=CC=C(C=C1)C1=NN(C(C2=CC(=C(C=C12)C)C)=O)C=1C=NC(=CC1)C1CC1